C(C)N(CCNCCNCCNCCN)CC N,N-diethyl-tetraethylenepentamine